COC=1C=C(C=C(C1)OC)N(C1=CC=C2N=CC(=NC2=C1)C=1C=NN(C1)C1CCN(CC1)C(=O)C1(CNC1)F)CC#C (4-(4-(7-((3,5-dimethoxyphenyl)(prop-2-yn-1-yl)amino)quinoxalin-2-yl)-1H-pyrazol-1-yl)piperidin-1-yl)(3-fluoroazetidin-3-yl)methanone